2-(trifluoromethanesulfonyloxy)benzoate FC(S(=O)(=O)OC1=C(C(=O)[O-])C=CC=C1)(F)F